5-chloro-8-(4-methylpyridin-3-yl)quinazolin-2-amine ClC1=C2C=NC(=NC2=C(C=C1)C=1C=NC=CC1C)N